5-chloro-4-(4-isopropylpiperazin-1-yl)-2-(4-pyridinyl)-1H-pyrimidin-6-one ClC1=C(N=C(NC1=O)C1=CC=NC=C1)N1CCN(CC1)C(C)C